S(N)(=O)(=O)CCCCCCCCC(=O)OC methyl 9-sulfamoylnonanoate